diethyl-butadiene C(C)C(C(=C)CC)=C